N-((1R,4R)-4-(((2-((1-(3-cyanocyclobutyl)-3-methyl-1H-pyrazol-4-yl)amino)pyrimidin-4-yl)oxy)methyl)cyclohexyl)acetamide C(#N)C1CC(C1)N1N=C(C(=C1)NC1=NC=CC(=N1)OCC1CCC(CC1)NC(C)=O)C